4-methyl-2-oxovaleronitrile CC(CC(C#N)=O)C